CC=1C(=C2C=NNC2=CC1)C=1C=CC=C2C(=CN=CC12)NC1CN(CC1)C(C=C)=O 1-(3-((8-(5-methyl-1H-indazol-4-yl)isoquinolin-4-yl)amino)pyrrolidin-1-yl)prop-2-en-1-one